FC=1C=C(C=C(C1)F)N1N=CC=C1 1-(3,5-difluorophenyl)-1H-pyrazole